(6-chlorobenzothiazol-2-yl)propan-2-ol ClC1=CC2=C(N=C(S2)CC(C)O)C=C1